(methylphenyl)phosphonium tetrakis(phenyl)borate C1(=CC=CC=C1)[B-](C1=CC=CC=C1)(C1=CC=CC=C1)C1=CC=CC=C1.CC1=C(C=CC=C1)[PH3+]